5-(methylamino)pentanoic acid CNCCCCC(=O)O